N1=C(C=CC2=CN=CC=C12)NC1=NC=C(C(=O)NC2CCC(CC2)C(=O)N(C)CCOCCOCCNC(OC(C)(C)C)=O)C(=C1)NC1CC1 1-tert-butyl (2-(2-(2-((1R,4R)-4-(6-((1,6-naphthyridin-2-yl)amino)-4-(cyclopropylamino)nicotinamido)-N-methylcyclohexane-1-carboxamido)ethoxy)ethoxy)ethyl)carbamate